C(C)N1C=NC2=NC=C(C=C21)C(=O)NC2=CC(=CC=C2)[C@H](C)NC2=CN=C1C(=N2)N(N=C1)C (S)-1-ethyl-N-(3-(1-((1-methyl-1H-pyrazolo[3,4-b]pyrazin-6-yl)amino)ethyl)phenyl)-1H-imidazo[4,5-b]pyridine-6-carboxamide